Tert-butyl 4-(methylamino)-piperidin-1-carboxylate CNC1CCN(CC1)C(=O)OC(C)(C)C